ClC1=C2C(=NC(=N1)N)N(N=C2)CC2=CC=C(C=C2)[N+](=O)[O-] 4-chloro-1-(4-nitrobenzyl)-1H-pyrazolo[3,4-d]pyrimidin-6-amine